C(C1=CC=CC=C1)C1=NC(=NN1C)N1CCN(CC1)C=1C=NN2C1C=CC(=C2)C=2C=NN(C2)C 3-(4-(5-benzyl-1-methyl-1H-1,2,4-triazol-3-yl)piperazin-1-yl)-6-(1-methyl-1H-pyrazol-4-yl)pyrazolo[1,5-a]pyridine